O[C@@H]1CC[C@@]2([C@H]3CC[C@@]4([C@H](CC[C@H]4[C@@H]3CC[C@@H]2C1)C(CCC(=O)N[C@@H](C(=O)O)CCC=O)C)C)C (R)-4-((3R,5R,8R,9S,10S,13R,14S,17R)-3-hydroxy-10,13-dimethyl-hexadecahydro-1H-cyclopenta[a]phenanthren-17-yl)pentanamido-5-oxopentanoic acid